O=C1N(C(CC1)=O)OC(=O)N[C@@H](CCC(=O)[O-])C(=O)[O-] (((2,5-dioxopyrrolidin-1-yl)oxy)carbonyl)-L-glutamate